BrC=1C(=C(C=C(C1)Br)C=1OC2=C(N1)C=CC=C2)O 2-(3,5-dibromo-2-hydroxyphenyl)benzoxazole